C(C)[N+]1(CNCC=C1)CC diethyltetrahydropyrimidinium